C1(=C(C=CC=C1)NC(C(CC)N1C=2C(=CC=C1)N=C(N2)SCC2=CC=C(C=C2)OC(F)(F)F)=O)C N-(o-tolyl)-2-(2-((4-(trifluoromethoxy)benzyl)thio)-4H-imidazo[4,5-b]pyridin-4-yl)butanamide